5-(Difluoromethyl)-3-(6-methylsulfanylpyrimidin-4-yl)pyrazolo[1,5-a]pyrimidin-2-amine FC(C1=NC=2N(C=C1)N=C(C2C2=NC=NC(=C2)SC)N)F